(1-methylpiperidin-4-yl)-5-(piperidin-1-ylmethyl)-5,6-dihydro-1,4,2-dioxazine CN1CCC(CC1)C1=NOCC(O1)CN1CCCCC1